FC(C=1C(=C(C=CC1)C(C)NC1=CC(=NC(=C1)N1C[C@]2(CC1)CC(NCC2)C)C)F)F (R)-4-((1-(3-(difluoromethyl)-2-fluorophenyl)ethyl)amino)-2,7-dimethyl-6-(2,8-diazaspiro[4.5]decan-2-yl)pyridin